N-cyclobutyl-2-(6-(2-ethyl-5-fluoro-4-hydroxyphenyl)-1H-indazol-3-yl)-4,6-dihydropyrrolo[3,4-d]imidazole-5(1H)-carboxamide C1(CCC1)NC(=O)N1CC=2NC(=NC2C1)C1=NNC2=CC(=CC=C12)C1=C(C=C(C(=C1)F)O)CC